N-[2-(4-bromo-2-pyridyl)-2-(1-methylpyrazol-4-yl)propyl]-5-(2,4-difluorophenyl)isoxazole-3-carboxamide BrC1=CC(=NC=C1)C(CNC(=O)C1=NOC(=C1)C1=C(C=C(C=C1)F)F)(C)C=1C=NN(C1)C